tert-butyl 4-[4-[[(2S)-1,4-dioxan-2-yl]methoxy]-1-methyl-2-oxo-6,7-dihydrobenzo[a]quinolizin-9-yl]-3,6-dihydro-2H-pyridine-1-carboxylate O1[C@@H](COCC1)COC=1N2CCC3=C(C2=C(C(C1)=O)C)C=CC(=C3)C=3CCN(CC3)C(=O)OC(C)(C)C